ClC=1N=C(C2=C(N1)C(=C(N=C2)Cl)F)N2C[C@@]1(CC(N1)=O)CCC2 (S)-6-(2,7-dichloro-8-fluoropyrido[4,3-d]pyrimidin-4-yl)-1,6-diazaspiro[3.5]nonan-2-one